(7-isopropoxy-6-(pyrazolo[1,5-a]pyrimidin-3-ylcarbamoyl)imidazo[1,2-a]pyridin-2-yl)piperidine-1-carboxylic acid tert-butyl ester C(C)(C)(C)OC(=O)N1C(CCCC1)C=1N=C2N(C=C(C(=C2)OC(C)C)C(NC=2C=NN3C2N=CC=C3)=O)C1